(S)-3-(3-chloro-1-(5-(3-(2-chloro-7-(1-methoxyethyl)pyrazolo[1,5-a]pyrimidin-6-yl)ureido)-3-(trifluoromethyl)pyridin-2-yl)-1H-pyrazol-4-yl)-1,1-dimethylurea ClC1=NN(C=C1NC(N(C)C)=O)C1=NC=C(C=C1C(F)(F)F)NC(=O)NC=1C=NC=2N(C1[C@H](C)OC)N=C(C2)Cl